4-bromo-N,N-dimethyl-pyridine-2-sulfonamide BrC1=CC(=NC=C1)S(=O)(=O)N(C)C